C(#C)C=1C=C(C=CC1)NC(=O)C1=C(N=CS1)C N-(3-ethynylphenyl)-4-methylthiazole-5-formamide